5-chloro-2-[2-(2-ethoxy-3-pyridinyl)-7-[[(2R)-pyrrolidin-2-yl]methyl]spiro[6,8-dihydro-1,7-naphthyridine-5,4'-piperidine]-1'-yl]pyridine-3-carbonitrile ClC=1C=C(C(=NC1)N1CCC2(CC1)C=1C=CC(=NC1CN(C2)C[C@@H]2NCCC2)C=2C(=NC=CC2)OCC)C#N